dimethyl cyclopentane-1,3-dicarboxylate C1(CC(CC1)C(=O)OC)C(=O)OC